N-{2-[(3S)-3-(aminomethyl)-4-methylpiperazin-1-yl]-4-(2-chlorophenoxy)-3-(trifluoromethyl)phenyl}-1-(2,2-difluoroethyl)-1H-pyrazole-3-carboxamide NC[C@H]1CN(CCN1C)C1=C(C=CC(=C1C(F)(F)F)OC1=C(C=CC=C1)Cl)NC(=O)C1=NN(C=C1)CC(F)F